3-(benzo[d][1,3]dioxolan-5-yl)-7,9-di-tert-butyl-4-phenyl-1-oxa-2-azaspiro[4.5]deca-2,6,9-trien-8-one O1COC2=C1C=CC(=C2)C2=NOC1(C2C2=CC=CC=C2)C=C(C(C(=C1)C(C)(C)C)=O)C(C)(C)C